(R)-N-(4-(2,2-difluoro-7-((5-methoxy-7-methyl-1H-indol-4-yl)methyl)-7-azaspiro[3.5]nonan-6-yl)phenyl)benzamide FC1(CC2(C1)C[C@@H](N(CC2)CC2=C1C=CNC1=C(C=C2OC)C)C2=CC=C(C=C2)NC(C2=CC=CC=C2)=O)F